FC1=CC=C(C=C1)C(\C=C\C(C)C)=O (E)-1-(4-fluorophenyl)-4-methylpent-2-en-1-one